BrC=1C=C(C=C2CCN(CC12)C(=O)OC(C)(C)C)C=O t-butyl 8-bromo-6-formyl-3,4-dihydroisoquinoline-2(1H)-carboxylate